FC1=C(C(=CC=C1)C1=NC=CC=N1)C(=O)N1CC2CN(CC2C1)C1=NC(=CC(=N1)C(C)(C)F)C (2-fluoro-6-(pyrimidin-2-yl)phenyl)((3R,6S)-5-(4-(2-Fluoropropan-2-yl)-6-methylpyrimidin-2-yl)hexahydropyrrolo[3,4-c]pyrrol-2(1H)-yl)methanone